COCC=1C(=NN(C1C(=O)OC)CC(=O)C1=CC2=CC=CC=C2C=C1)C(=O)OC Dimethyl 4-(methoxymethyl)-1-[2-(2-naphthyl)-2-oxoethyl]-1H-pyrazole-3,5-dicarboxylate